C(C)(C)(C)OC(=O)N1CC2(C1)CN(C2)C2=CC=C(C=C2)C=2C=C1C(N(CC1=C(C2)F)C(C(=O)OCC)C2=C1N(C=N2)CCC1)=O 6-[4-[2-[1-(6,7-dihydro-5H-pyrrolo[1,2-c]imidazol-1-yl)-2-ethoxy-2-oxo-ethyl]-7-fluoro-3-oxo-isoindolin-5-yl]phenyl]-2,6-diazaspiro[3.3]heptane-2-carboxylic acid tert-butyl ester